ClC1=NC2=CC=C(C(=C2C(=C1)Cl)OC)F 2,4-dichloro-6-fluoro-5-methoxy-quinoline